ClC1(CC1)C(CN1C=NC=C1C#N)(CC1=C(C=CC=C1)F)O 3-[2-(1-chlorocyclopropyl)-3-(2-fluorophenyl)-2-hydroxy-propyl]imidazole-4-carbonitrile